NC1=CC(C(NC1=NC=1C(=NN2C1C=CC=C2)OCCN2CCOCC2)=NC=2C(=NN1C2C=CC=C1)OCCN1CCOCC1)=N N,N'-(5-Amino-3-iminopyridin-2,6(1H,3H)-diyliden)bis{2-[2-(morpholin-4-yl)ethoxy]pyrazolo[1,5-a]pyridin-3-amin}